(E)-methyltrifluoroacetanilide CN(C1=CC=CC=C1)C(C(F)(F)F)=O